CC1(CCCC=2C=C(C(NC12)=O)C(=O)N)C 8,8-dimethyl-2-oxo-1,2,5,6,7,8-hexahydroquinoline-3-carboxamide